S1C(NC(C2=C1C=CC=C2)=O)=O 2H-1,3-benzothiazine-2,4(3H)dione